(S) and (R)-3-hydroxybutyryl-coa O[C@H](CC(=O)SCCNC(CCNC([C@@H](C(COP(OP(OC[C@@H]1[C@H]([C@H]([C@@H](O1)N1C=NC=2C(N)=NC=NC12)O)OP(=O)(O)O)(=O)O)(=O)O)(C)C)O)=O)=O)C |&1:1|